BrC1=C(C=C2C(=NC(N3C2=C1OCC3C=O)=O)N3C[C@H](N(C[C@@H]3C)C(=O)OC(C)(C)C)C)Cl (2R,5S)-tert-butyl 4-(10-bromo-9-chloro-3-formyl-5-oxo-3,5-dihydro-2H-[1,4]oxazino[2,3,4-ij]quinazolin-7-yl)-2,5-dimethylpiperazine-1-carboxylate